3-Chloro-5-[(4,6-dimethoxypyrimidin-2-yl)carbamoyl-sulfamoyl]-1-methylpyrazole-4-carboxylic acid ClC1=NN(C(=C1C(=O)O)S(NC(NC1=NC(=CC(=N1)OC)OC)=O)(=O)=O)C